4-bromo-3-methyl-1-((2-(trimethylsilyl)ethoxy)methyl)-1H-indole-7-carboxamide BrC1=C2C(=CN(C2=C(C=C1)C(=O)N)COCC[Si](C)(C)C)C